2-(2-chlorophenyl)-4-(dibenzo[b,d]furan-2-yl)-6-phenyl-1,3,5-triazine ClC1=C(C=CC=C1)C1=NC(=NC(=N1)C1=CC2=C(OC3=C2C=CC=C3)C=C1)C1=CC=CC=C1